C1N(CC2C1CCC2)C(=O)N2CC1(C2)CCN(CC1)C(=O)OC(C)(C)C tert-butyl 2-(octahydrocyclopenta[c]pyrrole-2-carbonyl)-2,7-diazaspiro[3.5]nonane-7-carboxylate